ClC=1SC(=C(N1)C(=O)O)Cl 2,5-dichlorothiazole-4-carboxylic acid